1-[4-(1-hydroxyethyl)-6-[5-[(6-methylpyridazin-3-yl)amino]benzimidazol-1-yl]-2-pyridyl]-5-methyl-pyrazole-3-carbonitrile OC(C)C1=CC(=NC(=C1)N1C=NC2=C1C=CC(=C2)NC=2N=NC(=CC2)C)N2N=C(C=C2C)C#N